5-Formylvanillic acid C(=O)C=1C(=C(C=C(C(=O)O)C1)OC)O